N-(3-(2-((4-((2-(2,6-dioxopiperidin-3-yl)-1,3-dioxoisoindolin-5-yl)oxy)butyl)(methyl)amino)-2-oxoethyl)benzyl)-5-methoxy-4-(2-(4-(trifluoromethyl)cyclohexyl)vinyl)picolinamide O=C1NC(CCC1N1C(C2=CC=C(C=C2C1=O)OCCCCN(C(CC=1C=C(CNC(C2=NC=C(C(=C2)C=CC2CCC(CC2)C(F)(F)F)OC)=O)C=CC1)=O)C)=O)=O